(piperazin-1-yl)isoindoline-1,3-dione N1(CCNCC1)N1C(C2=CC=CC=C2C1=O)=O